ClC1=C(C(=CC=C1)Cl)C(=O)N1C=2C=CC(=NC2CCC1)C(C)NC(C1=CC=C(C=C1)F)=O N-{1-[5-(2,6-dichlorobenzene-1-carbonyl)-5,6,7,8-tetrahydro-1,5-naphthyridin-2-yl]ethyl}-4-fluorobenzamide